CC[C@H]1C(=O)N(CC(=O)N([C@H](C(=O)N[C@H](C(=O)N([C@H](C(=O)N[C@H](C(=O)N[C@@H](C(=O)N([C@H](C(=O)N([C@H](C(=O)N([C@H](C(=O)N([C@H](C(=O)N1)[C@@H]([C@H](C)C/C=C/C(=O)O)O)C)C(C)C)C)CC(C)C)C)CC(C)C)C)C)C)CC(C)C)C)C(C)C)CC(C)C)C)C The molecule is a cyclosporin A derivative that is cyclosporin A in which the allylic methyl group of residue 1 [(2S,3R,4R,6E)-3-hydroxy-4-methyl-2-(methylamino)oct-6-enoic acid] has been oxidised to the corresponding carboxylic acid. It has a role as a drug metabolite. It is a cyclosporin A derivative and an alpha,beta-unsaturated monocarboxylic acid. It derives from a cyclosporin A metabolite M17.